OC(C)S(=O)(=O)[O-].C(CCC)[P+](CCCC)(CCCC)CCCC Tetrabutylphosphonium Hydroxyethanesulfonate